FC1=C(C(=CC=C1)OC)N1N=C2C(=CC1=O)NN=C2C2=CC=C(C=C2)N2CCC(CC2)(C)O 5-(2-fluoro-6-methoxyphenyl)-3-(4-(4-hydroxyl-4-methylpiperidin-1-yl)phenyl)-1H-pyrazolo[4,3-c]pyridazin-6(5H)-one